C(C)N1N=C(C=C1C(=O)NC=1N(C2=C(CN(CC2)C(=O)OC(C)(C)C)N1)COCC[Si](C)(C)C)C tert-butyl 2-[(2-ethyl-5-methyl-pyrazole-3-carbonyl)amino]-1-(2-trimethylsilylethoxymethyl)-6,7-dihydro-4H-imidazo[4,5-c]pyridine-5-carboxylate